O[C@@H](C(=O)C=1N(C=C(C1)C(=O)N1CC(C1)(C1=NC=CC=C1)C)C)C(CO)(C)C (R)-2,4-dihydroxy-3,3-dimethyl-1-(1-methyl-4-(3-methyl-3-(pyridin-2-yl)azetidine-1-carbonyl)-1H-pyrrol-2-yl)butan-1-one